FC(OC1=C(C=CC(=C1)C(F)(F)F)B(O)O)(F)F [2-(trifluoromethoxy)-4-(trifluoromethyl)phenyl]boronic acid